C1(CCC1)N(C1=NC(=NC=2N1N=CC2C#N)SC)CC2=CC=C(C=C2)OC 4-(cyclobutyl(4-methoxybenzyl)amino)-2-(methylthio)pyrazolo[1,5-a][1,3,5]triazine-8-carbonitrile